N-{[3-(2-{6-[(3R)-3-Aminopiperidine-1-carbonyl]-4-methoxy-3-methylpyrazolo[1,5-a]pyridin-2-yl}-1-(cyclopropylmethyl)-1H-indol-6-yl)phenyl]methyl}acetamide N[C@H]1CN(CCC1)C(=O)C=1C=C(C=2N(C1)N=C(C2C)C=2N(C1=CC(=CC=C1C2)C=2C=C(C=CC2)CNC(C)=O)CC2CC2)OC